trans-4-(4-amino-3-iodo-1H-pyrazolo[3,4-d]pyrimidin-1-yl)cyclopent-2-ene NC1=C2C(=NC=N1)N(N=C2I)C2C=CCC2